ClC1=C(C=C(C=C1COC)O)C(\C=C\C1=CC=CC=C1)=O 1-(2-chloro-3-methoxymethyl-5-hydroxyphenyl)-3-phenyl-(2E)-2-propen-1-one